BrC1=CC=C(C=C1)N1CCNCC1 (4-bromo)phenyl-piperazine